(3-bromophenyl)-9H-carbazole BrC=1C=C(C=CC1)C1=CC=CC=2C3=CC=CC=C3NC12